4-(1-methylimidazo[4,5-b]pyridin-7-yl)-7-[(5-piperazin-1-yl-2-pyridyl)amino]isoindolin-1-one CN1C=NC2=NC=CC(=C21)C2=C1CNC(C1=C(C=C2)NC2=NC=C(C=C2)N2CCNCC2)=O